7-oxo-7-(6-(pyrrolidin-1-yl)indolin-1-yl)heptanoic acid O=C(CCCCCC(=O)O)N1CCC2=CC=C(C=C12)N1CCCC1